Tert-butyl (R)-3-amino-1-oxa-8-azaspiro[4.5]decane-8-carboxylate N[C@H]1COC2(C1)CCN(CC2)C(=O)OC(C)(C)C